C(C)(C)(C)NS(=O)(=O)C=1C=C(C=CC1)NC(C1=C(N=C(C=C1)N1C[C@@H](CC1)O)N1CCC2(CC2)CC1)=O (R)-N-(3-(N-(tert-butyl)sulfamoyl)phenyl)-6-(3-hydroxypyrrolidin-1-yl)-2-(6-azaspiro[2.5]oct-6-yl)nicotinamide